CC1(OC2=C(C1)C=C(C(=C2)N2C(CCC2)C)NC(=O)C=2C=NN1C2N=CC=C1)C N-[2,2-dimethyl-6-(2-methylpyrrolidin-1-yl)-3H-benzofuran-5-yl]pyrazolo[1,5-a]pyrimidine-3-carboxamide